N[C@@H]([C@@H](C(=O)OCC[Si](C)(C)C)C)C1=CC=C(C=C1)Cl 2-(Trimethylsilyl)ethyl (2S,3S)-3-amino-3-(4-chlorophenyl)-2-methylpropanoate